C1(=CC=C(C=C1)C(=O)[Se]C(=O)C1=CC=C(C=C1)C)C di-p-toluoyl selenoether